ClC1=CC2=C(C(CC=3CC(NC23)C)CCCCC2=CC(=NO2)C(=O)NO)N=C1 5-(4-(8-chloro-2-methyl-1,2,3,4-tetrahydro-5H-pyridoindol-5-yl)butyl)-N-hydroxyisoxazole-3-carboxamide